ClC1=C(C=CC(=C1)F)C=1C=C2CN(CC2=CC1)C(CN1N=C(N=C1)C#N)=O 1-(2-(5-(2-chloro-4-fluorophenyl)isoindolin-2-yl)-2-oxoethyl)-1H-1,2,4-triazole-3-carbonitrile